(S)-4-(((R)-tert-butylsulfinyl)amino)-4,6-dihydrospiro[cyclopenta[d]Thiazole-5,4'-piperidine]-1'-carboxylic acid tert-butyl ester C(C)(C)(C)OC(=O)N1CCC2(CC1)CC1=C(N=CS1)[C@H]2N[S@](=O)C(C)(C)C